O[C@@H](CCCC(=O)OCC)[C@@H](\C=C\C=C\C#C\C=C\[C@H](CCCCC)O)O ethyl (5S,6R,7E,9E,13E,15S)-5,6,15-trihydroxyeicosa-7,9,13-trien-11-ynoate